N1(C=NC=C1)C=1N=C(C2=C(N1)CCC2)C(=O)N[C@@H]2CC[C@H](CC2)C(=O)OC methyl (trans)-4-[2-(imidazol-1-yl)-5H,6H,7H-cyclopenta[d]pyrimidine-4-amido]cyclohexane-1-carboxylate